COC1=CC=C(C=C1)N(C1=CC=C(C=C1)OC)C1=C(C=2C3(C4=CC=CC=C4C2C=C1)C1=CC=CC=C1C=1C=CC=CC13)N(C1=CC=C(C=C1)OC)C1=CC=C(C=C1)OC bis[N,N-bis(4-methoxy-phenyl)amino]-9,9-spirobifluorene